(R)-2-methylpentan-1-ol C[C@@H](CO)CCC